CN(CCC1=CN(C2=CC=CC=C12)C([C@H](CC1=CC=CC=C1)NC(OC(C)(C)C)=O)=O)C (S)-tert-butyl (1-(3-(2-(dimethylamino)ethyl)-1H-indol-1-yl)-1-oxo-3-phenylpropan-2-yl)carbamate